C(C)(C)(C)[Si](O[C@@H]1[C@@H](CCCC1)NC=1N=NC(=C2C1COCC2)O)(C)C 4-{[(1R,2S)-2-{[tert-butyldi(methyl)silyl]oxy}cyclohexyl]amino}-7,8-dihydro-5H-pyrano[3,4-d]pyridazin-1-ol